(1s,3s)-3-amino-1-methylcyclobutan-1-ol NC1CC(C1)(O)C